cyclohexyl methanesulfonate CS(=O)(=O)OC1CCCCC1